FC(OC1=CC=C(C=C1)C1(NC(=NC=C1N)NCC(F)(F)F)N)F 4-(4-(difluoromethoxy)phenyl)-N2-(2,2,2-trifluoroethyl)pyrimidine-2,4,5-Triamine